NC=1C2=C(N=CN1)N(C=C2)[C@H]2[C@](O)([C@H](O)[C@H](O2)CO)CC 4-amino-7-(2-C-ethyl-β-D-ribofuranosyl)-7H-pyrrolo[2,3-d]pyrimidine